5-ethyl-bicyclo[2.2.1]-hept-2-ene C(C)C1C2C=CC(C1)C2